C(=O)=CNCC(=O)O N-(carbonylmethyl)glycine